FC1=C(C=CC(=C1)OC=1C2=C(N=CN1)N(C=C2)COCC[Si](C)(C)C)NC(OC(C)(C)C)=O tert-butyl (2-fluoro-4-((7-((2-(trimethyl silyl)ethoxy)methyl)-7H-pyrrolo[2,3-d]pyrimidin-4-yl)oxy)phenyl)carbamate